C(C)OC(C=CC1CCN(CC1)C(=O)OC(C)(C)C)=O tert-butyl 4-[3-ethoxy-3-oxoprop-1-en-1-yl]piperidine-1-carboxylate